ClC=1N=CC2=C(N1)N(C(=C2)C(OCC)OCC)C2=CC=CC(=N2)C(C)C 2-(6-(2-chloro-6-(diethoxymethyl)-7H-pyrrolo[2,3-d]pyrimidin-7-yl)pyridin-2-yl)propan